(S)-7-(2-hydroxy-propan-2-yl)-4,8-dimethyl-2-(((1-(3,4,5-trifluorobenzyl)-1H-pyrazol-4-yl)methyl)amino)-7,8-dihydro-pteridin-6(5H)-one OC(C)(C)[C@H]1C(NC=2C(=NC(=NC2N1C)NCC=1C=NN(C1)CC1=CC(=C(C(=C1)F)F)F)C)=O